FC([S-])(F)F.[Ag+] SILVER (I) TRIFLUOROMETHANETHIOLATE